4,6-di-tert-butyl-2-isopropyl-anisole (cis)-tert-Butyl-3-(1-benzylhexahydro-1H-pyrido[3,4-b][1,4]oxazin-6(7H)-yl)-2,2-dimethylpropanoate C(C)(C)(C)OC(C(CN1C[C@H]2OCCN([C@H]2CC1)CC1=CC=CC=C1)(C)C)=O.C(C)(C)(C)C1=CC(=C(C(=C1)C(C)(C)C)OC)C(C)C